ClC=1C=C(C=C(C1)C(F)(F)F)B1OC(C(O1)(C)C)(C)C 2-(3-chloro-5-(trifluoromethyl)phenyl)-4,4,5,5-tetramethyl-1,3,2-dioxaborolane